(6-(4-((4-(1H-pyrazol-4-yl)phenyl)amino)pyrimidin-2-yl)-1-methyl-1H-indol-2-yl)((3S,4R)-3,4-difluoropyrrolidin-1-yl)methanone N1N=CC(=C1)C1=CC=C(C=C1)NC1=NC(=NC=C1)C1=CC=C2C=C(N(C2=C1)C)C(=O)N1C[C@@H]([C@@H](C1)F)F